2,2-dichloro-3-(4-(perfluoro-lambda6-sulfanyl)phenyl)cyclopropane-1-carboxamide ClC1(C(C1C1=CC=C(C=C1)S(F)(F)(F)(F)F)C(=O)N)Cl